N-[2-[[1-[2-[4-[4-(2,6-dioxo-3-piperidyl)phenyl]-1-piperidyl]acetyl]-4-piperidyl]methyl]-7-isopropoxy-imidazo[1,2-a]pyridin-6-yl]-6-(trifluoromethyl)pyridine-2-carboxamide iron-nickel [Ni].[Fe].O=C1NC(CCC1C1=CC=C(C=C1)C1CCN(CC1)CC(=O)N1CCC(CC1)CC=1N=C2N(C=C(C(=C2)OC(C)C)NC(=O)C2=NC(=CC=C2)C(F)(F)F)C1)=O